oxysulfide lead-zinc [Zn].[Pb].O=S